ClC1=NC=CC2=C1C=C(N2)C(=O)N(C)C2COCC=1NC(C=3C=C(C(=CC3C12)F)F)=O 4-chloro-N-(8,9-difluoro-6-oxo-1,4,5,6-tetrahydro-2H-pyrano[3,4-c]isoquinolin-1-yl)-N-methyl-1H-pyrrolo[3,2-c]pyridine-2-carboxamide